COC1=CC=C(C=C2C(N(C(S2)=NN=C2C(NC3=CC=C(C=C23)Cl)=O)C2=C(C=C(C=C2)C)C)=O)C=C1 3-(2-(5-(4-methoxybenzylidene)-3-(2,4-dimethylphenyl)-4-oxothiazolidin-2-ylidene)hydrazono)-5-chloro-1H-indol-2-one